FC1=C(CC2=C(C(=C3CN(C(C3=C2)=O)[C@H]2COCC[C@@H]2O)C)C)C=CC(=C1)OC 1,5-anhydro-2,4-dideoxy-2-(6-(2-fluoro-4-methoxybenzyl)-4,5-dimethyl-1-oxo-1,3-dihydro-2H-isoindol-2-yl)-L-threo-pentitol